OC1CCN(CC1)C=1C=C(C=CC1)C=1C=CC2=C(NC(=N2)CNC(=O)C2=CN(C=C2)S(=O)(=O)C)C1 N-((6-(3-(4-hydroxypiperidin-1-yl)phenyl)-1H-benzo[d]imidazol-2-yl)methyl)-1-(methylsulfonyl)-1H-pyrrole-3-carboxamide